C(C)N1N=C2N=C(C=NC2=C1)N[C@@H](C)C=1C=C(C=CC1)NC(C1=CC(=C(C=C1)CN1CC(C1)O)C)=O (S)-N-(3-(1-((2-ethyl-2H-pyrazolo[3,4-b]pyrazin-6-yl)amino)ethyl)phenyl)-4-((3-hydroxyazetidin-1-yl)methyl)-3-methylbenzamide